S-(7-oxo-7-((4-phenylthiazol-2-yl)amino)heptyl) 3-phenylpropanethioate C1(=CC=CC=C1)CCC(SCCCCCCC(NC=1SC=C(N1)C1=CC=CC=C1)=O)=O